O=C1C=C(N=CN1)C(=O)[O-] oxo-1,6-dihydropyrimidine-4-carboxylate